4-isopropoxyquinoline C(C)(C)OC1=CC=NC2=CC=CC=C12